tetradecyldimethyl(3-(trimethoxysilyl)propyl)ammonium chloride [Cl-].C(CCCCCCCCCCCCC)[N+](CCC[Si](OC)(OC)OC)(C)C